tert-butyl 4-[[1-(2,6-dioxo-3-piperidyl)-3-methyl-2-oxo-benzimidazol-4-yl]methyl]-1-oxa-4,9-diazaspiro[5.5]undecane-9-carboxylate O=C1NC(CCC1N1C(N(C2=C1C=CC=C2CN2CCOC1(C2)CCN(CC1)C(=O)OC(C)(C)C)C)=O)=O